(Z)-2-(3,4-dimethoxybenzylidene)benzofuran-3(2H)-one COC=1C=C(\C=C\2/OC3=C(C2=O)C=CC=C3)C=CC1OC